FC=1C=C(C=C(C1)C)B(O)O (3-fluoro-5-methylphenyl)boronic acid